2-(4-(2-((2,6-dioxopiperidin-3-yl)amino)pyrimidin-5-yl)piperidin-1-yl)acetic acid HCl salt Cl.O=C1NC(CCC1NC1=NC=C(C=N1)C1CCN(CC1)CC(=O)O)=O